(R)-1-(2-fluoro-4-(6-(2-(4-(3-(trifluoromethoxy)phenyl)pyridin-2-yl)acetamido)-pyridazin-3-yl)butyl)-N-methyl-1H-1,2,3-triazole-4-carboxamide F[C@@H](CN1N=NC(=C1)C(=O)NC)CCC=1N=NC(=CC1)NC(CC1=NC=CC(=C1)C1=CC(=CC=C1)OC(F)(F)F)=O